OCC(=O)[C@@H](O)[C@@H](O)[C@H](O)[C@H](O)CO D-manno-heptulose